3-(6-(2,2-dimethoxyethyl)-1-oxo-3,5,6,7-tetrahydropyrrolo[3,4-f]isoindol-2(1H)-yl)piperidine-2,6-dione COC(CN1CC=2C=C3C(=CC2C1)C(N(C3)C3C(NC(CC3)=O)=O)=O)OC